(R)-(1-(((3-(2-cyano-3-(diethyl-amino)-3-oxoprop-1-en-1-yl)phenethoxy)carbonyl)amino)-2-(p-tolyl)ethyl)boronic acid C(#N)C(=CC=1C=C(CCOC(=O)N[C@@H](CC2=CC=C(C=C2)C)B(O)O)C=CC1)C(=O)N(CC)CC